1-(5-((6-Fluoro-5-(2'-hydroxy-[1,1'-biphenyl]-4-yl)-1H-benzo[d]imidazol-2-yl)oxy)-2-methylphenyl)-1,4-dihydro-5H-tetrazol-5-on FC=1C(=CC2=C(NC(=N2)OC=2C=CC(=C(C2)N2N=NNC2=O)C)C1)C1=CC=C(C=C1)C1=C(C=CC=C1)O